NC1=NC=CC(=C1F)C=1C2=C(C(=NC1)NCC=1C=C(C(=O)NC)C=CC1)CCO2 3-(((7-(2-amino-3-fluoropyridin-4-yl)-2,3-dihydrofuro[3,2-c]pyridin-4-yl)amino)methyl)-N-methylbenzamide